(S)-7-[2-[3-(8-aminopyrido[3,4-d]pyrimidin-2-yl)phenyl]ethynyl]-5,6-dihydro-cyclopenta[b]pyridin-7-ol NC1=NC=CC2=C1N=C(N=C2)C=2C=C(C=CC2)C#C[C@]2(CCC=1C2=NC=CC1)O